[3-(difluoromethyl)-1-(4-formylcyclohexyl)pyrazol-4-yl]-5-[(2R)-2-methylmorpholin-4-yl]pyrazolo[1,5-a]pyrimidine-3-carboxamide FC(C1=NN(C=C1C1=NN2C(N=C(C=C2)N2C[C@H](OCC2)C)=C1C(=O)N)C1CCC(CC1)C=O)F